N[C@H](C(=O)O)CC1=CC=C(C=C1)C1=NOC(=N1)C1=CC(=C(C=C1)OC)OC (S)-2-amino-3-(4-(5-(3,4-dimethoxyphenyl)-1,2,4-oxadiazol-3-yl)phenyl)propanoic acid